C(C)(C)(C)O[C@H](C)[C@@H]1N=C(C2=C(N(C1=O)CC(=O)O)C=CC(=C2)Cl)C2=CC=CC=C2 ((S)-3-((R)-1-(tert-butoxy)ethyl)-7-chloro-2-oxo-5-phenyl-2,3-dihydro-1H-benzo[e][1,4]diazepin-1-yl)acetic acid